2-[3-(1-benzoyl-5-{[(5-chlorothiophen-2-yl)methyl](methyl)amino}-1H-pyrazol-3-yl)-4-methylpiperidin-1-yl]-1-(morpholin-4-yl)ethan-1-one C(C1=CC=CC=C1)(=O)N1N=C(C=C1N(C)CC=1SC(=CC1)Cl)C1CN(CCC1C)CC(=O)N1CCOCC1